1-[1-methyl-6-(4-piperidyl)indazol-3-yl]hexahydropyrimidine-2,4-dione TFA salt OC(=O)C(F)(F)F.CN1N=C(C2=CC=C(C=C12)C1CCNCC1)N1C(NC(CC1)=O)=O